ClC1=C(C#N)C=CC(=C1)N1CC2(C[C@H]1C)CCN(CC2)C2=CC=C(C=C2)C(=O)N2CCN(CC2)CC2CCN(CC2)C2=CC(=CC=C2)N[C@H]2C(NC(CC2)=O)=O 2-Chloro-4-((R)-8-(4-(4-((1-(3-(((R)-2,6-dioxo-piperidin-3-yl)amino)-phenyl)piperidin-4-yl)-methyl)piperazine-1-carbonyl)phenyl)-3-methyl-2,8-diazaspiro[4.5]decan-2-yl)benzonitrile